COC(CC(CCCCCCCCC)N(C(CCCCCCCCC)=O)CCCN(C)C)=O.CN(CCCN(C(CCCCCCCCC)=O)C(CC(=O)O)CCCCCCCCC)C 3-{N-[3-(dimethylamino)propyl]decanamido}dodecanoic acid Methyl-3-{N-[3-(dimethylamino)propyl]decanamido}dodecanoate